(S)-di-tert-butyl piperazine-1,2-dicarboxylate N1([C@@H](CNCC1)C(=O)OC(C)(C)C)C(=O)OC(C)(C)C